Cl.NC1CC2CCC(C1)N2C(=O)C2=CC(=C(S2)C=2C(=CC1=C(NN=N1)C2)F)C2=CC(=C(C#N)C=C2)F 4-(5-(3-amino-8-azabicyclo[3.2.1]octan-8-carbonyl)-2-(5-fluoro-1H-benzo[d][1,2,3]triazol-6-yl)thiophen-3-yl)-2-fluorobenzonitrile hydrochloride